N12C[C@H](C(CC1)CC2)OC(N[C@@H]2C(CC1=CC(=CC=C21)C2=CC(=CC(=C2)OCC(F)(F)F)F)(C)C)=O (S)-quinuclidin-3-yl((R)-5-(3-fluoro-5-(2,2,2-trifluoroethoxy)phenyl)-2,2-dimethyl-2,3-dihydro-1H-inden-1-yl)carbamate